[Si](C)(C)(C(C)(C)C)OC[C@@H](C1=CC=C(C=C1)C#C)NC(=O)[C@H]1N(C[C@@H](C1)O)C([C@H](C(C)(C)C)NC(CCCCCC(=O)OCC)=O)=O Ethyl 7-(((S)-1-((2S,4R)-2-(((R)-2-((tert-butyldimethylsilyl)oxy)-1-(4-ethynylphenyl)ethyl)carbamoyl)-4-hydroxypyrrolidin-1-yl)-3,3-dimethyl-1-oxobutan-2-yl)amino)-7-oxoheptanoate